[Cl-].[Cl-].C1(CCC1)=[Zr+2](C1C(=CC2=C(C(=C(C=C12)C)C)C1=CC=CC=C1)C=1SC=CC1)C1C(=CC2=C(C(=C(C=C12)C)C)C1=CC=CC=C1)C=1SC=CC1 Cyclobutylidenebis[2-(2-thienyl)-4-phenyl-5,6-dimethyl-1-indenyl]zirconium dichloride